(2-(2,6-dioxopiperidin-3-yl)-3-oxoisoindolin-5-yl)methyl(4-methyl-5-(pyrrolidin-1-yl)pyridin-2-yl) carbamate C(N)(OC1=NC=C(C(=C1CC=1C=C2C(N(CC2=CC1)C1C(NC(CC1)=O)=O)=O)C)N1CCCC1)=O